C(#N)C1(CC1)C=1C=C(C(=O)NC(C)C2=NC=CN=C2C2=NC=C(C=N2)OCC(F)F)C=C(C1)C(F)(F)F 3-(1-cyanocyclopropyl)-N-[1-[3-[5-(2,2-difluoroethoxy)pyrimidin-2-yl]pyrazin-2-yl]ethyl]-5-(trifluoromethyl)benzamide